isopropoxyethyl-(chloro)aluminum C(C)(C)OCC[Al]Cl